BrC(=O)OC1=CC=CC=C1 phenyl bromoformate